3-chloro-4-(6-(methyl(7H-pyrrolo[2,3-d]pyrimidin-4-yl)amino)-2-azaspiro[3.3]heptane-2-carbonyl)benzonitrile ClC=1C=C(C#N)C=CC1C(=O)N1CC2(C1)CC(C2)N(C=2C1=C(N=CN2)NC=C1)C